(S)-α-methyl-α-octenylglycine CCCCCCC=C[C@@](C)(C(=O)O)N